NC1=C(C(=O)NC)C=C(C=C1)OCCCC=C 2-amino-N-methyl-5-(pent-4-en-1-yloxy)benzamide